CC=1C(=C(C(=C2C(=C(C(OC12)=O)C)C)C)C)C hexamethylcoumarin